methyl 5-bromo-3-((2,6-dimethyltetrahydro-2H-pyran-4-yl)amino)-2-methylbenzoate BrC=1C=C(C(=C(C(=O)OC)C1)C)NC1CC(OC(C1)C)C